C(C1=CC=CC=C1)OC1=C(C=CC=C1)C1=CC(=C(C(=N1)OCC(N)=O)C#N)N1CCC(CC1)C(=O)N 6'-(2-Benzyloxy-phenyl)-2'-carbamoylmethoxy-3'-cyano-3,4,5,6-tetrahydro-2H-[1,4']bipyridinyl-4-carboxylic acid amide